C(C1CO1)N(C1=CC(=CC=C1)OCC1CO1)CC1CO1 N,N-diglycidyl-3-glycidyloxy-aniline